4,6,7-trifluoro-3-(2-methoxyvinyl)-1H-indole-2-carboxylic acid methyl ester COC(=O)C=1NC2=C(C(=CC(=C2C1C=COC)F)F)F